P(F)(F)OC(C)COCC=C 3-(allyloxy)-2-propanol difluorophosphite